N-[(4-{[1-(2,2-difluoroethyl)piperidin-4-yl]amino}-3-nitrophenyl)sulfonyl]-2-(1H-pyrrolo[2,3-b]pyridin-5-yloxy)benzamide FC(CN1CCC(CC1)NC1=C(C=C(C=C1)S(=O)(=O)NC(C1=C(C=CC=C1)OC=1C=C2C(=NC1)NC=C2)=O)[N+](=O)[O-])F